L-4-nitrophenol [N+](=O)([O-])C1=CC=C(C=C1)O